1,1,1,3,3,3-hexafluoropropan-2-yl 1-(2-(4-acetylpiperazin-1-yl)-4-(trifluoromethyl) benzyl)-1,8-diazaspiro[4.5]decane-8-carboxylate C(C)(=O)N1CCN(CC1)C1=C(CN2CCCC23CCN(CC3)C(=O)OC(C(F)(F)F)C(F)(F)F)C=CC(=C1)C(F)(F)F